rac-2-thioxo-3-(2-((2R,4R)-4-(trifluoromethyl)piperidin-2-yl)benzyl)-1,2,3,7-tetrahydro-6H-purin-6-one S=C1NC(C=2NC=NC2N1CC1=C(C=CC=C1)[C@@H]1NCC[C@H](C1)C(F)(F)F)=O |r|